2-Aminoethyl(ethoxydimethylsilane) NCC[Si](C)(C)OCC